O=C1N(CCC(N1)=O)C1=CC=C(C=N1)CN1CCC(CC1)N1N=C2C=C(C(=CC2=C1)NC(C1=CC(=CC=C1)C(F)(F)F)=O)OC N-(2-(1-((6-(2,4-dioxotetrahydropyrimidin-1(2H)-yl)pyridin-3-yl)methyl)piperidin-4-yl)-6-methoxy-2H-indazol-5-yl)-3-(trifluoromethyl)benzamide